OC[C@@H]1N(CC1(C)C)C(=O)OC(C)(C)C |r| tert-butyl (RS)-2-(hydroxymethyl)-3,3-dimethylazetidine-1-carboxylate